tris(3,5-difluoro-4-(trifluoromethyl)phenyl)borane FC=1C=C(C=C(C1C(F)(F)F)F)B(C1=CC(=C(C(=C1)F)C(F)(F)F)F)C1=CC(=C(C(=C1)F)C(F)(F)F)F